C[Si](C#CC=1C=NC=C(C1)N1C=NN=C1)(C)C trimethyl-[2-[5-(1,2,4-triazol-4-yl)-3-pyridinyl]ethynyl]silane